C(C)(C)N1C(=NN2C(C1=O)=NC=C2)C2=NN(C=C2)C 3-isopropyl-2-(1-methyl-1H-pyrazol-3-yl)imidazo[2,1-f][1,2,4]triazin-4(3H)-one